Methyl 5-(2-(2-chlorophenyl)piperazin-1-yl)-3-fluoropicolinate ClC1=C(C=CC=C1)C1N(CCNC1)C=1C=C(C(=NC1)C(=O)OC)F